CC1N(C(COC1)C)C 3,4,5-trimethylmorpholine